5-(2,6-dimethylphenyl)-9,9-dioxo-2-oxa-9λ6-thia-8,15,23-triazatetracyclo[15.3.1.13,7.110,14]tricosa-1(21),3(23),4,6,10,12,14(22),17,19-nonaen-16-one CC1=C(C(=CC=C1)C)C1=CC=2OC=3C=CC=C(C(NC=4C=CC=C(S(NC(=C1)N2)(=O)=O)C4)=O)C3